OC[C@H](C1=CC=CC=C1)NC(=O)C=1C=2C[C@@H]3[C@H](C2N(N1)C1=C(C=CC=C1)F)C3 (1aR,5aR)-2-(2-Fluoro-phenyl)-1a,2,5,5a-tetrahydro-1H-2,3-diaza-cyclopropa[a]pentalene-4-carboxylic acid ((S)-2-hydroxy-1-phenyl-ethyl)-amide